C1(CC1)OC1=NC=NC(=C1C=1N=CC2=C(N1)C(=CN2)CC2=CC=C(C=C2)C=2N(C=C(N2)C(F)(F)F)C)C2CC2 2-[4-(cyclopropoxy)-6-cyclopropyl-pyrimidin-5-yl]-7-[[4-[1-methyl-4-(trifluoromethyl)imidazol-2-yl]phenyl]methyl]-5H-pyrrolo[3,2-d]pyrimidine